4-((tert-butoxycarbonyl)amino)-3'-fluoro-5'-(trifluoromethyl)-[1,1'-biphenyl]-3-carboxylic acid C(C)(C)(C)OC(=O)NC1=C(C=C(C=C1)C1=CC(=CC(=C1)C(F)(F)F)F)C(=O)O